C(C1=CC=CC=C1)N1C(=CC(=C1)C1=C(C=CC(=C1)F)F)[C@@H](C(C)(C)C)N(CCCNC(OCC[Si](C)(C)C)=O)C(CSCCC(=O)O)=O 11-{(1R)-1-[1-benzyl-4-(2,5-difluorophenyl)-1H-pyrrol-2-yl]-2,2-dimethylpropyl}-2,2-dimethyl-6,12-dioxo-5-oxa-14-thia-7,11-diaza-2-silaheptadecane-17-oic acid